COC(C(OC(CBr)C)C1=CC(=CC=C1)Br)=O 2-(3-bromophenyl)-2-((1-bromopropane-2-yl)oxy)acetic acid methyl ester